(1-{4-chloro-4'-[4-(spiro[2.2]pentane-1-carbonyl)piperazin-1-yl][1,1'-biphenyl]-2-yl}piperidin-3-yl)-5-(difluoromethyl)-1H-pyrazole-4-carboxylate ClC1=CC(=C(C=C1)C1=CC=C(C=C1)N1CCN(CC1)C(=O)C1CC12CC2)N2CC(CCC2)OC(=O)C=2C=NNC2C(F)F